C12(CC3CC(CC(C1)C3)C2)C=2C=CC(=C(C2)C2(OCCO2)C2=CC=C(C=C2)/C=C/C(=O)OC)OC Methyl (2E)-3-(4-{2-[5-(adamantan-1-yl)-2-methoxyphenyl]-1,3-dioxolan-2-yl}phenyl)prop-2-Enoat